Racemic-1-(4-methyl-5-(8-(methylamino)imidazo[1,2-a][1,6]naphthyridin-4-yl)pyridin-2-yl)propan-1-ol CC1=CC(=NC=C1C=1C=2N(C3=CC(=NC=C3C1)NC)C=CN2)[C@@H](CC)O |r|